N-p-methylphenylsuccinimide CC1=CC=C(C=C1)N1C(CCC1=O)=O